C(C)(=O)N[C@@H]1CC[C@H](CC1)NC(OC(C)(C)C)=O tert-butyl (trans-4-acetamidocyclohexyl)carbamate